ClC1=C(C(=CC=C1)OC)C1(CC1)C(=O)N[C@H](C(=O)O)CCN(CCCCC1=NC=2NCCCC2C=C1)C[C@@H](C)OC (S)-2-(1-(2-chloro-6-methoxyphenyl)cyclopropane-1-carboxamido)-4-(((R)-2-methoxypropyl)(4-(5,6,7,8-tetrahydro-1,8-naphthyridin-2-yl)butyl)amino)butanoic acid